O1C2=C(N(CC1)C(=O)C=1C=NC=C(C1)C1=CC(=C(C=C1)F)O)C=CC=C2 (2,3-Dihydro-4H-benzo[b][1,4]oxazin-4-yl)(5-(4-fluoro-3-hydroxyphenyl)-pyridin-3-yl)methanone